C[C@@H]1N(C[C@H]1O)C1=NC(=CC(=N1)C=1C=NN(C1)[C@@H]1CNCC1)C(F)(F)F (2S,3r)-2-methyl-1-[4-[1-[(3S)-pyrrolidin-3-yl]pyrazol-4-yl]-6-(trifluoromethyl)pyrimidin-2-yl]azetidin-3-ol